ClC1=CC=C(C=C1)[C@H](C)NC=1N=CC2=C(N1)N(C(C=C2)=O)CC2=CC(=CC(=C2)F)F 2-{[(1S)-1-(4-chlorophenyl)ethyl]amino}-8-(3,5-difluorobenzyl)pyrido[2,3-d]pyrimidin-7(8H)-one